2-(2,4-dioxotetrahydropyrimidin-1(2H)-yl)-5-((4-(5-methylthiophen-2-yl)piperazine-1-yl)methyl)isoindoline-1,3-dione O=C1N(CCC(N1)=O)N1C(C2=CC=C(C=C2C1=O)CN1CCN(CC1)C=1SC(=CC1)C)=O